CC1=CC=C2C(NC(=NC2=C1)CCC(=O)O)=O 3-(7-methyl-4-oxo-3H-quinazolin-2-yl)propionic acid